1,1,2,2,3,3,4,4,5,5,6,6,9,9,10,10,11,11,12,12,13,13,14,14,14-Pentacosafluoro-1,8-diiodotetradecane FC(C(C(C(C(C(CC(C(C(C(C(C(C(F)(F)F)(F)F)(F)F)(F)F)(F)F)(F)F)I)(F)F)(F)F)(F)F)(F)F)(F)F)(I)F